C(C)(=O)[C@@]1([C@@H](O[C@@H]([C@]1(O)C(C)=O)C(O)C(C)=O)N1CC(C(=O)O)=CC=C1)O 1-(2',3',5'-triacetyl-beta-D-ribofuranosyl)-nicotinic acid